1-(2-(2,5-dichloro-4-hydroxyphenoxy)ethyl)pyrrolidin-3-ol ClC1=C(OCCN2CC(CC2)O)C=C(C(=C1)O)Cl